ClC1=C(C=C(C=C1)[C@@H]1O[C@@H]([C@H]([C@@H]([C@H]1O)O)O)CO)CC1=CC=C(C=C1)O[C@@H]1COCC1 (2S,3R,4R,5S,6R)-2-[4-chloro-3-[[4-[(3S)-oxolan-3-yl]oxyphenyl]methyl]-phenyl]-6-(hydroxymethyl)-oxan-3,4,5-triol